4-methoxy-3-(1-methyl-1H-pyrazol-3-yl)benzoic acid COC1=C(C=C(C(=O)O)C=C1)C1=NN(C=C1)C